2-(4-iodotriazol-1-yl)acetic acid IC=1N=NN(C1)CC(=O)O